9-((4,6-difluoroindolin-1-yl)methyl)-N,N-dimethyl-2-morpholino-4-oxo-4H-pyrido[1,2-a]pyrimidine-7-carboxamide FC1=C2CCN(C2=CC(=C1)F)CC1=CC(=CN2C1=NC(=CC2=O)N2CCOCC2)C(=O)N(C)C